1-(2-ethoxy-2-oxo-ethyl)-4-iodo-5-methyl-pyrazole-3-carboxylic acid C(C)OC(CN1N=C(C(=C1C)I)C(=O)O)=O